NCC1(CCN(CC1)C(=O)OC(C)(C)C)O[Si](C)(C)C(C)(C)C tert-Butyl 4-(aminomethyl)-4-((tert-butyldimethylsilyl)oxy)piperidine-1-carboxylate